O1CCN(CC1)C1=CN=CC(=N1)C(=O)O 6-morpholinopyrazine-2-carboxylic acid